O=S1(CCNCC1)=NC#N N-(1-oxido-1λ6-thiomorpholin-1-ylidene)cyanamide